2-ethyl-1-methylpropane-1,3-diol C(C)C(C(O)C)CO